BrC1=C(C=CC(=C1)S(=O)(=O)N1CCN(CC1)CCC1=CC=C(C=C1)Cl)O 2-Bromo-4-[4-[2-(4-chlorophenyl)ethyl]piperazin-1-yl]sulfonyl-phenol